9,9-di-n-octylfluorene-2,7-diboronic acid C(CCCCCCC)C1(C2=CC(=CC=C2C=2C=CC(=CC12)B(O)O)B(O)O)CCCCCCCC